NC1=NC2=C(C3=CN=CC=C13)C=C(C=C2)C(=O)N(C2COC1=NC(=CC=C12)C(F)(F)F)C(C)C1CC1 5-amino-N-(1-cyclopropylethyl)-N-(6-(trifluoromethyl)-2,3-dihydrofuro[2,3-b]pyridin-3-yl)benzo[c][2,6]naphthyridin-9-carboxamide